N1N=NC2=NC(=CC=C21)C=2C=C(C(=O)NC1=CC=C(C=C1)OCCC1=CC=CC=C1)C=C(C2)SC 3-(1H-[1,2,3]triazolo[4,5-b]pyridin-5-yl)-5-(methylthio)-N-(4-phenethoxyphenyl)benzamide